CN1C(N(C(C12CCN(CC2)C(=O)OC(C)(C)C)=O)C=2C=NC(=CC2)C(F)(F)F)=O tert-butyl 1-methyl-2,4-dioxo-3-(6-(trifluoromethyl)pyridin-3-yl)-1,3,8-triazaspiro[4.5]decane-8-carboxylate